N1C(=NC2=C1C=CC=C2)C(N2C(C1=CC=CC=C1C2)=O)C2=C(C=CC(=C2)F)O 2-((1H-benzo[d]imidazol-2-yl)(5-fluoro-2-hydroxyphenyl)methyl)isoindolin-1-one